C(N)(=O)C=1C=C2C=CC=NC2=CC1OC 6-carbamoyl-7-methoxyquinolin